N-(5-cyano-2-(methylthio)thiazol-4-yl)-2,2,2-trifluoroacetamide C(#N)C1=C(N=C(S1)SC)NC(C(F)(F)F)=O